FC(OC1=CC=C(C=C1)N1CC2=C(C1)CN(C2)C(CC=O)C)(F)F 3-{5-[4-(trifluoromethoxy)phenyl]-1H,2H,3H,4H,5H,6H-pyrrolo[3,4-c]pyrrol-2-yl}butan-1-one